C(=CC)NC(=S)N N-propenyl-thiourea